CN(C(C)C1=CC(=CC(=C1)N1[C@@H](CCC1)C)C=1N=C2C(=NC1)NC=C2C=2C=NN(C2)C2CCN(CC2)C)C N,N-dimethyl-1-(3-(7-(1-(1-methylpiperidin-4-yl)-1H-pyrazol-4-yl)-5H-pyrrolo[2,3-b]pyrazin-2-yl)-5-((R)-2-methylpyrrolidin-1-yl)phenyl)ethan-1-amine